4,5-dihydro-oxazole O1C=NCC1